C(C)C1=CC=C(C=C1)S(=O)(=O)C=1C=NC2=CC=C(C=C2C1N1CCN(CC1)C)OC(F)(F)F 3-((4-ethylphenyl)sulfonyl)-4-(4-methylpiperazin-1-yl)-6-(trifluoromethoxy)quinoline